FC(C(=O)O)(F)F.NC=1C2=C(N=CN1)N(C1=C2C=2C(C(CC1)O)=C(ON2)C2CC2)C2CN(CC2)C(C)=O 1-(3-(11-amino-3-cyclopropyl-4-hydroxy-5,6-dihydroisoxazolo[4'',3'':6',7']cyclohepta[1',2':4,5]pyrrolo[2,3-d]pyrimidin-7(4H)-yl)pyrrolidin-1-yl)ethan-1-one 2,2,2-trifluoroacetate